N(=[N+]=[N-])CC=1C(NC2=C(C=C(C=C2C1)Cl)N1CCN(CC1)C)=O 3-(azidomethyl)-6-chloro-8-(4-methylpiperazin-1-yl)quinolone